C(CCC)N1[C@@H](CCC1)CC(=O)NC=1C=C(C(=NC1)C)NC(=O)C=1C=NN2C1C=NC(=C2)C=2C=NN(C2)C (S)-N-(5-(2-(1-butylpyrrolidin-2-yl)acetamido)-2-methylpyridin-3-yl)-6-(1-methyl-1H-pyrazol-4-yl)pyrazolo[1,5-a]pyrazine-3-carboxamide